5-(4-((2-(3-ethylureido)-6-(trifluoromethyl)pyridin-4-yl)methyl)piperazin-1-yl)-6-fluoro-N-methylpicolinamide C(C)NC(NC1=NC(=CC(=C1)CN1CCN(CC1)C=1C=CC(=NC1F)C(=O)NC)C(F)(F)F)=O